((5-(1H-pyrrol-3-yl)-1,3,4-oxadiazol-2-yl)methyl)-2-(2,4-bis(trifluoromethyl)phenyl)-N-(4-fluorophenyl)acetamide N1C=C(C=C1)C1=NN=C(O1)CC(C(=O)NC1=CC=C(C=C1)F)C1=C(C=C(C=C1)C(F)(F)F)C(F)(F)F